N(=C=O)C1C2CCCCC2C(C2CCCCC12)N=C=O 9,10-diisocyanatotetradecahydroanthracene